(R)-2-(pyrrolidin-3-ylmethyl)-2,7-diazaspiro[3.5]Nonane-7-carboxylic acid benzyl ester C(C1=CC=CC=C1)OC(=O)N1CCC2(CN(C2)C[C@H]2CNCC2)CC1